[O-2].[Y+3].[O-2].[O-2].[Y+3] Yttrium(III)-oxid